4-chloro-N-((1-methyl-1H-pyrazol-4-yl)methyl)-3-((4-methylphenyl)sulfonylamino)benzamide ClC1=C(C=C(C(=O)NCC=2C=NN(C2)C)C=C1)NS(=O)(=O)C1=CC=C(C=C1)C